C1N(C[C@@H]2CCCC[C@H]12)C=CC(=O)C1=CC=CC=C1 3-((3ar,7as)-octahydro-2H-isoindol-2-yl)-1-phenylprop-2-en-1-one